COC([C@H]([C@H](O)C1=CC=CC=C1)O)=O (2s,3r)-methyl-3-phenyl-2,3-dihydroxypropionate